(R)-1-isopropyl-1,2,3,4-tetrahydroisoquinoline C(C)(C)[C@H]1NCCC2=CC=CC=C12